P(=O)(O)(O)OC[C@@H]1[C@H](C[C@@H](O1)N1C=NC=2C(O)=NC=NC12)O deoxyinosine-5'-monophosphate